N-(3,5-Dimethylphenyl)-2-fluoro-3,3'-dimethoxy-[1,1'-biphenyl]-4-amin CC=1C=C(C=C(C1)C)NC1=C(C(=C(C=C1)C1=CC(=CC=C1)OC)F)OC